FC1=C(C=CC=C1)C1(C(N(CC1C1=CC(=CC=C1)C(F)(F)F)C)=O)C(=O)N (2-fluorophenyl)-1-methyl-2-oxo-4-[3-(trifluoromethyl)phenyl]-3-pyrrolidinecarboxamide